α-bromo-ε-caprolactam BrC1C(=O)NCCCC1